C(C)(C)(C)N(C(=O)OCC1=CC=C(C=C1)SC)C1=C2C(N(C(N(C2=CC=C1)CC)=O)CC1=C(C=CC=C1)C(F)(F)F)=O (4-Methylsulfanyl-phenyl)methanol tert-butyl-(1-ethyl-2,4-dioxo-3-(2-(trifluoromethyl)benzyl)-1,2,3,4-tetrahydroquinazolin-5-yl)carbamate